FC=1C=C(COC=2C=C3N(C(N2)=O)C[C@@H]2N3COC2)C=C(C1OC=1C=NC(=NC1)C)F (S)-6-((3,5-difluoro-4-((2-methylpyrimidin-5-yl)oxy)benzyl)oxy)-10,10a-dihydro-1H-oxazolo[3',4':3,4]imidazo[1,2-c]pyrimidin-8(3H)-one